N-(1-methylpiperidin-4-yl)-5-(quinazolin-6-yl)-7H-pyrrolo[2,3-d]pyrimidin-2-amine CN1CCC(CC1)NC=1N=CC2=C(N1)NC=C2C=2C=C1C=NC=NC1=CC2